N(=C=S)CCCCCCCCCS(=O)(=O)C 1-Isothiocyanato-9-(methylsulfonyl)-nonan